5-fluoro-6-((5-methoxypyridin-2-yl)methoxy)-2-(4-methyl-5-oxo-4,5-dihydropyrazin-2-yl)isoindolin-1-one FC=1C=C2CN(C(C2=CC1OCC1=NC=C(C=C1)OC)=O)C=1N=CC(N(C1)C)=O